N-[1-[2-[4-[(2-cyano-2-methyl-propyl)amino]-1-piperidyl]-2-oxo-ethyl]-3-[2-(difluoromethoxy)-5-isopropylsulfanyl-phenyl]pyrazol-4-yl]pyrazolo[1,5-a]pyrimidine-3-carboxamide C(#N)C(CNC1CCN(CC1)C(CN1N=C(C(=C1)NC(=O)C=1C=NN2C1N=CC=C2)C2=C(C=CC(=C2)SC(C)C)OC(F)F)=O)(C)C